OC=1C(=NC=CC1NC1=C(C(C1=O)=O)N[C@@H](C1=NC(=CC=C1)C(F)(F)F)C1(CCCC1)C)C(=O)N(C)C (R)-3-hydroxy-N,N-dimethyl-4-((2-(((1-methylcyclopentyl)(6-(trifluoromethyl)pyridin-2-yl)methyl)amino)-3,4-dioxocyclobut-1-en-1-yl)amino)picolinamide